N,N'-bis(naphthalen-1-yl)-N,N'-diphenyl-2,2'-dimethylbenzidine C1(=CC=CC2=CC=CC=C12)N(C1=CC(=C(C=C1)C1=C(C=C(N(C2=CC=CC=C2)C2=CC=CC3=CC=CC=C23)C=C1)C)C)C1=CC=CC=C1